C(CC=C)OC=1C=2N(C=C(N1)B(O)O)N=CN2 (8-(but-3-en-1-yloxy)-[1,2,4]triazolo[1,5-a]pyrazin-6-yl)boronic acid